N5-(3,5-bis(trifluoromethyl)phenyl)-N6-(2-fluorophenyl)-[1,2,5]oxadiazolo[3,4-b]pyrazine-5,6-diamine FC(C=1C=C(C=C(C1)C(F)(F)F)NC1=NC=2C(N=C1NC1=C(C=CC=C1)F)=NON2)(F)F